delta-car-3-ene CC1=CCC2C(C1)C2(C)C